R-menthol [C@@H]1(CC(C(CC1)C(C)C)O)C